C(C)CO[Si](OC)(OC)CCCNCCOC ethyl-N-(2-methoxyethyl)-3-aminopropyltrimethoxysilane